C(C)(C)(C)N=[Nb](N(C)CC)(N(C)CC)N(CC)C t-butyliminotri(methylethylamino)niobium